dibromo-iodomethane BrC(I)Br